1-(2,6-dimethylpyridin-3-yl)-N-((3-(pyridin-2-yl)isoxazol-5-yl)methyl)-1H-1,2,3-triazole-4-carboxamide CC1=NC(=CC=C1N1N=NC(=C1)C(=O)NCC1=CC(=NO1)C1=NC=CC=C1)C